ethyl 3-(2-bromo-6-fluoro-phenyl)-3-oxo-propionate BrC1=C(C(=CC=C1)F)C(CC(=O)OCC)=O